tertpentylbenzene C(C)(C)(CC)C1=CC=CC=C1